OCC1N(C(OC1)=O)CC1=CC=C(C=C1)OC 4-(hydroxymethyl)-3-(4-methoxybenzyl)oxazolidin-2-one